tert-butyl N-cyclobutyl-N-[(3S)-1-{6-[2-hydroxy-4-(2-methyl-1,3-thiazol-5-yl)phenyl]pyridazin-3-yl}pyrrolidin-3-yl]carbamate C1(CCC1)N(C(OC(C)(C)C)=O)[C@@H]1CN(CC1)C=1N=NC(=CC1)C1=C(C=C(C=C1)C1=CN=C(S1)C)O